FC1(CCCC=2C(=NC(=NC12)S(=O)(=O)C)N1CC(C1)O)F 1-(8,8-difluoro-2-(methylsulfonyl)-5,6,7,8-tetrahydroquinazolin-4-yl)azetidin-3-ol